3-(tetrahydro-2H-pyran-4-yl)-1H-indazole O1CCC(CC1)C1=NNC2=CC=CC=C12